S(=O)(=O)(C#N)C#N sulfuric acid, cyanide